FC1=CC(=C(C=C1)[C@]1(C[C@@H]2[C@H](N(OC2(C)C)C)[C@@H](C1)C)C)C |r| rac-(3aR,5R,7R,7aR)-5-(4-fluoro-2-methylphenyl)-1,3,3,5,7-pentamethyl-octahydrobenzo[c]isoxazole